N-(3-(4-(2-methyl-1-oxo-1,2,3,4-tetrahydroisoquinolin-6-yl)-3-nitro-1H-pyrazol-1-yl)phenyl)acrylamide CN1C(C2=CC=C(C=C2CC1)C=1C(=NN(C1)C=1C=C(C=CC1)NC(C=C)=O)[N+](=O)[O-])=O